ClC1=C(CC2=C(C=NN2S(N(C)C)(=O)=O)C(=O)OCC)C=C(C(=C1)F)CC ethyl 5-(2-chloro-5-ethyl-4-fluorobenzyl)-1-(N,N-dimethylsulfamoyl)-1H-pyrazole-4-carboxylate